N1(C=NC=2C1=C1C(=NC2)NC=C1)C12CC(C1)(C2)NS(=O)(=O)N2CC(C2)OC N-(3-(imidazo[4,5-d]pyrrolo[2,3-b]pyridin-1(6H)-yl)bicyclo[1.1.1]pentan-1-yl)-3-methoxyazetidine-1-sulfonamide